3-methyl-(1,1'-biphenyl)-4,4'-dialdehyde CC=1C=C(C=CC1C=O)C1=CC=C(C=C1)C=O